O1C(=CC=C1)C1=NC2=CC=CC=C2C(=C1)[C@@H](C)NC(C1=C(C=CC(=C1)N1CCN(CC1)C)C)=O (R)-N-(1-(2-(furan-2-yl)quinolin-4-yl)ethyl)-2-methyl-5-(4-methylpiperazin-1-yl)benzamide